6-chloro-3-[7-methoxy-[1,2,4]triazolo[4,3-a]pyridin-6-yl]-1-[[2-(trimethylsilyl)ethoxy]methyl]pyrrolo[2,3-b]pyridine ClC1=CC=C2C(=N1)N(C=C2C=2C(=CC=1N(C2)C=NN1)OC)COCC[Si](C)(C)C